CC1C(N(CCC1)[C@H]1CN(CCC1)C(=O)OC1=CC=C(C=C1)[N+](=O)[O-])=O 4-nitrophenyl (3'R)-3-methyl-2-oxo[1,3'-bipiperidine]-1'-carboxylate